1-(9Z-tetradecenoyl)-2-(5Z,8Z,11Z,14Z-eicosatetraenoyl)-glycero-3-phosphocholine C(C=CCCCCCCCCCCC)(=O)OCC(OC(C=C\C=C/C=C\C=C/CCCCCCCCCCC)=O)COP(=O)([O-])OCC[N+](C)(C)C